methyl (R)-3-amino-3-(3-ethoxy-4-methoxyphenyl)propionate N[C@H](CC(=O)OC)C1=CC(=C(C=C1)OC)OCC